di-thiodipropionic acid C(CCSSCCC(=O)O)(=O)O